CC(C1C=CC=CC1=N)C2=NC(=CC=C2)C(C)C3C=CC=CC3=N 2,6-bis[1-(iminophenyl)ethyl]Pyridine